COC([C@H](CC#CBr)NC(=O)OC(C)(C)C)=O (S)-5-bromo-2-((tert-butoxycarbonyl)amino)pent-4-ynoic acid methyl ester